rac-(1S*,2S*)-2-(3-cyano-6-methylpyridin-2-yl)cyclopropane-1-carboxamide C(#N)C=1C(=NC(=CC1)C)[C@@H]1[C@H](C1)C(=O)N |r|